N1=CNC2=C1C1=C(C=C2)C(C=CO1)=O 3H-pyrano[2,3-e]benzimidazol-6-one